OCC=1C=C(C=NC1)B(O)O (5-(hydroxymethyl)-3-pyridinyl)boronic acid